FC=1C=C(C=2N(C(C=C(N2)O)=O)C1)C 7-Fluoro-2-hydroxy-9-methyl-4H-pyrido[1,2-a]pyrimidin-4-one